isopropyl-phenyl-[(dimethylsiloxy)dimethyl-siloxy]silane C(C)(C)[SiH](O[Si](C)(C)O[SiH](C)C)C1=CC=CC=C1